(R)-N-(2-(4-Cyanothiazolidin-3-yl)-2-oxoethyl)-6-(3-fluoro-3-methyl-azetidin-1-yl)quinoline-4-carboxamide C(#N)[C@H]1N(CSC1)C(CNC(=O)C1=CC=NC2=CC=C(C=C12)N1CC(C1)(C)F)=O